trans-2,6-dimethyl-2,6-octadiene C/C=C(/C)\CCC=C(C)C